CN1C(N(C2=C1C=NC(=C2)NC=2C=C1N=CC=NC1=CC2C)C2CCC(CC2)=O)=O 3-methyl-6-((7-methylquinoxalin-6-yl)amino)-1-(4-oxocyclohexyl)-1,3-dihydro-2H-imidazo[4,5-c]pyridin-2-one